ClC1=CC=CC=2CCC3C(C4=C(CCN3C)C=CC(=C4)O)C12 1-chloro-7-methyl-5,6,6a,8,9,13b-hexahydronaphtho[1,2-a][3]benzazepin-12-ol